4-ethynyl-2H-pyran C(#C)C1=CCOC=C1